1-(tert-butyl) 2-methyl 5-fluoro-4-formyl-1H-indole-1,2-dicarboxylate FC=1C(=C2C=C(N(C2=CC1)C(=O)OC(C)(C)C)C(=O)OC)C=O